C12COCC(N1C=1SC3=C(N1)C=CC(=C3C(=O)NC3=C(C=CC(=C3)C)C(NC31CC(C3)(C1)C(F)(F)F)=O)OC)C2 2-(3-Oxa-6-azabicyclo[3.1.1]heptan-6-yl)-6-methoxy-N-(5-methyl-2-((3-(trifluoromethyl)bicyclo[1.1.1]pentan-1-yl)carbamoyl)phenyl)benzo[d]thiazole-7-carboxamide